N-(3-(3-methyl-4-(1-oxo-1,2,3,4-tetrahydroisoquinolin-6-yl)-1H-pyrazol-1-yl)phenyl)acrylamide 12-Hydroxydodecyl-dihydrogenphosphate OCCCCCCCCCCCCOP(=O)(O)O.CC1=NN(C=C1C=1C=C2CCNC(C2=CC1)=O)C=1C=C(C=CC1)NC(C=C)=O